N4-[6-(3-chloro-4-methyl-phenoxy)-3-pyridinyl]pyridine-3,4-diamine ClC=1C=C(OC2=CC=C(C=N2)NC2=C(C=NC=C2)N)C=CC1C